COC1=CC=CC(=N1)C(=O)NC 6-methoxy-N-methylpicolinamide